7-Ethyl-4-(4-fluoro-3-(8-methoxy-3-(tetrahydrofuran-3-yl)-[1,2,4]triazolo[4,3-a]pyridin-7-yl)phenyl)-7H-imidazo[4,5-c]pyridazine C(C)N1C=NC2=C1N=NC=C2C2=CC(=C(C=C2)F)C2=C(C=1N(C=C2)C(=NN1)C1COCC1)OC